C(C1=CC=CC=C1)(C1=CC=CC=C1)(C1=CC=CC=C1)C(CN)N trityl-1,2-ethanediamine